4-(4-(tert-butyl)phenyl)piperidin C(C)(C)(C)C1=CC=C(C=C1)C1CCNCC1